6-(trifluoromethyl)-1H-indole FC(C1=CC=C2C=CNC2=C1)(F)F